F[C@H]1CCN(C1)S(=O)(=O)C(C)C(C)C (3R,4S)-4-fluoro-1-(3-methylbutane-2-sulfonyl)pyrrolidin